NC1=C(C=C(C=C1)N1CCC(CC1)N1CCC(CC1)(F)F)NC(OC(C)(C)C)=O tert-butyl (2-amino-5-(4,4-difluoro-[1,4'-bipiperidin]-1'-yl)phenyl)carbamate